C(C)(C)(C)OC(=O)N(C1=NC=CC(=C1)C[C@@H]1[C@H](N(C1=O)C(N[C@H](C)C1=CC=CC=C1)=O)C(=O)OCC1=CC=CC=C1)CC1=CC=C(C=C1)OC benzyl (2S,3R)-3-({2-[(tert-butoxycarbonyl)(4-methoxybenzyl)amino]pyridin-4-yl}methyl)-4-oxo-1-{[(1R)-1-phenylethyl]carbamoyl}azetidine-2-carboxylate